The molecule is an aminoquinoline that is chloroquine in which one of the N-ethyl groups is hydroxylated at position 2. An antimalarial with properties similar to chloroquine that acts against erythrocytic forms of malarial parasites, it is mainly used as the sulfate salt for the treatment of lupus erythematosus, rheumatoid arthritis, and light-sensitive skin eruptions. It has a role as an antimalarial, an antirheumatic drug, a dermatologic drug and an anticoronaviral agent. It is an aminoquinoline, an organochlorine compound, a primary alcohol, a secondary amino compound and a tertiary amino compound. It derives from a chloroquine. It is a conjugate base of a hydroxychloroquine(2+). CCN(CCCC(C)NC1=C2C=CC(=CC2=NC=C1)Cl)CCO